BrC1=CC=C(S1)C1=C2N=C(C(=NC2=C(C(=C1F)F)C=1SC(=CC1)Br)C=1SC(=C(C1)CCCCCCCC)Cl)C=1SC(=C(C1)CCCCCCCC)Cl 5,8-bis(5-bromothiophen-2-yl)-2,3-bis(5-chloro-4-octylthiophen-2-yl)-6,7-difluoroquinoxaline